FC(F)(F)C=1OC=NN1 trifluoromethyl-[1,3,4]oxadiazol